N-(3-(3-amino-4-(1-oxo-1,2,3,4-tetrahydroisoquinolin-6-yl)-1H-pyrazol-1-yl)phenyl)propiolamide NC1=NN(C=C1C=1C=C2CCNC(C2=CC1)=O)C=1C=C(C=CC1)NC(C#C)=O